CCCCCCCCOC(=O)C1=CC=CC=C1C(=O)OCCCCCCCC di-n-octylphthalate